C(=O)C=1C=NC=2C([C@H]3[C@](CC2C1)([C@H]1CC=C2[C@H]4[C@H](CCC[C@H]4CC[C@]2([C@@]1(CC3)C)C)C)C)(C)C (1S,4aS,6aS,6bR,8aR,14aR,14bR,16bS)-12-formyl-1,6a,6b,9,9,14a-hexamethyl-1,2,3,4,4a,5,6,6a,6b,7,8,8a,9,14,14a,14b,15,16b-octadecahydrochryseno[1,2-g]Quinolin